C1=NC=CC2=C(C=CC=C12)C1=NNC2=NC(=CN=C21)N2CC1C(C1CC2)(C2=NOC(=C2)C)CN (3-(3-(isoquinolin-5-yl)-1H-pyrazolo[3,4-b]pyrazin-6-yl)-7-(5-methylisoxazol-3-yl)-3-azabicyclo[4.1.0]heptan-7-yl)methanamine